1-(1,2-Benzooxazol-3-yl)propane-1-sulphonamide O1N=C(C2=C1C=CC=C2)C(CC)S(=O)(=O)N